OC1=NC2=CC(=CC=C2C=C1)CC=1N(C2=C(N1)C=CC(=C2)C(=O)OC)C[C@H]2OCC2 methyl 2-[(2-hydroxyquinolin-7-yl) methyl]-3-[(2S)-oxetan-2-ylmethyl]-1,3-benzodiazole-5-carboxylate